(3r,3as,5s,6s)-6-((2-amino-3-fluoroquinolin-7-yl)methyl)-3a-(benzyloxy)-5-fluorohexahydro-2H-cyclopenta[b]furan-2,3-diol NC1=NC2=CC(=CC=C2C=C1F)C[C@@H]1[C@H](C[C@]2(C1OC([C@@H]2O)O)OCC2=CC=CC=C2)F